(Z)-but-1,3-diene C=CC=C